COC=1C=C(C=CC1N1CCC(CC1)N1CCN(CC1)C)NC=1N=C(C2=C(N1)NC=C2)N2OCC[C@@H]2C2=CC=CC=C2 (R)-N-(3-methoxy-4-(4-(4-methylpiperazin-1-yl)piperidin-1-yl)phenyl)-4-(3-phenylisoxazolidin-2-yl)-7H-pyrrolo[2,3-d]pyrimidin-2-amine